tert-butyl 6-(3-((4-methylpiperazin-1-yl)methyl)-5-(trifluoromethyl)benzamido)indoline-1-carboxylate CN1CCN(CC1)CC=1C=C(C(=O)NC2=CC=C3CCN(C3=C2)C(=O)OC(C)(C)C)C=C(C1)C(F)(F)F